C(C1=CC=CC=C1)N(CCCC(C)=O)CCO 5-(benzyl-(2-hydroxyethyl)amino)pentan-2-one